N-isobutyl-4-(piperidine-1-carbonyl)cyclobutane-1-carboxamide C(C(C)C)NC(=O)C1CCC1C(=O)N1CCCCC1